3-[3-(4-Fluoro-benzyl)-3H-imidazo[4,5-c]pyridin-2-yl]-N-[(S)-1-(4-fluoro-phenyl)-ethyl]-propionamide FC1=CC=C(CN2C(=NC3=C2C=NC=C3)CCC(=O)N[C@@H](C)C3=CC=C(C=C3)F)C=C1